4-[4-(4-piperidinylmethyl)piperidine-1-carbonyl]piperidine-1-carboxylic acid benzyl ester C(C1=CC=CC=C1)OC(=O)N1CCC(CC1)C(=O)N1CCC(CC1)CC1CCNCC1